tert-butyl 4-(3-cyclopropyl-1-(trans-3-(hydroxymethyl)cyclobutyl)-1H-indazol-7-yl)piperazine-1-carboxylate C1(CC1)C1=NN(C2=C(C=CC=C12)N1CCN(CC1)C(=O)OC(C)(C)C)[C@@H]1C[C@H](C1)CO